FC=1C(=C2C(=NC(=NN2C1[2H])N[C@H]1[C@H](CN(CC1)C1COC1)F)OC)C=1C=CC2=C(N(N=N2)CCF)C1 6-fluoro-N-((3S,4R)-3-fluoro-1-(oxetan-3-yl)piperidin-4-yl)-5-(1-(2-fluoroethyl)-1H-benzo[d][1,2,3]triazol-6-yl)-4-methoxypyrrolo[2,1-f][1,2,4]triazin-7-d-2-amine